((piperazine-1,4-diylbis(ethane-2,1-diyl))bis(azanetriyl))tetrakis(butane-4,1-diyl)tetrakis(2-butyloctanoate) N1(CCN(CC1)CCN(CCCCC(C(=O)[O-])(CCCCCC)CCCC)CCCCC(C(=O)[O-])(CCCCCC)CCCC)CCN(CCCCC(C(=O)[O-])(CCCCCC)CCCC)CCCCC(C(=O)[O-])(CCCCCC)CCCC